FC=1C(=NC=CC1F)OCC1[C@H]2CN(C[C@@H]12)C1=CN=C2C(=N1)N(N=C2)C2COC2 6-((1R,5S,6r)-6-(((3,4-Difluoropyridin-2-yl)oxy)methyl)-3-azabicyclo[3.1.0]hexan-3-yl)-1-(oxetan-3-yl)-1H-pyrazolo[3,4-b]pyrazine